5-oxa-2-azaspiro[3.4]octane hemioxalate C(C(=O)O)(=O)O.C1NCC12OCCC2.C2NCC21OCCC1